Tertbutyl-catechol C(C)(C)(C)C1=C(C(O)=CC=C1)O